2-[4-(2-ethoxyethyl)-naphthalen-1-yl]-4,6-bis-trichloromethyl-s-triazine C(C)OCCC1=CC=C(C2=CC=CC=C12)C1=NC(=NC(=N1)C(Cl)(Cl)Cl)C(Cl)(Cl)Cl